[Si](C)(C)(C(C)(C)C)O[C@@H]1C[C@H](N(C1)C)C(=O)NC=1C=C2CC(CC2=C(C1)F)C=O (2S,4R)-4-[tert-Butyl(dimethyl)silyl]oxy-N-(7-fluoro-2-formyl-indan-5-yl)-1-methyl-pyrrolidine-2-carboxamide